BrC=1N=CC(=NC1)C1=CC(=NO1)OCOC 5-(5-bromopyrazin-2-yl)-3-(methoxymethoxy)isoxazole